N-(1-(5-((1,1-dimethyl-2,3-dihydro-1H-inden-2-yl)amino)pyridin-2-yl)-2,2,2-trifluoroethyl)-N,1-dimethylazetidine-3-carboxamide CC1(C(CC2=CC=CC=C12)NC=1C=CC(=NC1)C(C(F)(F)F)N(C(=O)C1CN(C1)C)C)C